COC1=CC=C(C=C1)C=1C=CC=2N(C1)N=CC2C(=O)N2CCCCC2 (6-(4-methoxyphenyl)pyrazolo[1,5-a]pyridin-3-yl)(piperidin-1-yl)methanone